ClC=1C=C(C=CC1F)C1=C(C=CC(=N1)C(CNC(C1=CC(=C(C=C1)OCCO)OC)=O)=O)OC N-(2-(6-(3-chloro-4-fluorophenyl)-5-methoxypyridin-2-yl)-2-oxoethyl)-4-(2-hydroxyethoxy)-3-methoxybenzamide